BrC1=CC(=C2C(=NC(=NC2=C1)C)O)F 7-bromo-5-fluoro-2-methyl-quinazolin-4-ol